4-benzylidene-2,6-diisopropylcyclohex-2,5-diene-1-one C(C1=CC=CC=C1)=C1C=C(C(C(=C1)C(C)C)=O)C(C)C